10-[(2R,3S)-2-hydroxy-3-hydroxy-1-(hydroxymethyl)propyl]-1,4,7,10-tetraazacyclododecane-1,4,7-triacetic acid O[C@H](C(CO)N1CCN(CCN(CCN(CC1)CC(=O)O)CC(=O)O)CC(=O)O)CO